3-(3-bromo-2-methyl-6-methylthiophenyl)-4,5-dihydroisoxazole BrC=1C(=C(C(=CC1)SC)C1=NOCC1)C